dimethyl-4,4'-diisocyanatobiphenyl CC=1C(=C(C=CC1N=C=O)C1=CC=C(C=C1)N=C=O)C